FCC(CN(CCC(C(=O)O)NC(CC1(CC1)C(F)(F)F)=O)CCCCC1=NC=2NCCCC2C=C1)OC 4-[[3-fluoro-2-methoxy-propyl]-[4-(5,6,7,8-tetrahydro-1,8-naphthyridin-2-yl)butyl]amino]-2-[[2-[1-(trifluoromethyl)cyclopropyl]acetyl]amino]butanoic acid